CC(CCCNC(=O)C=1C(=NC(=CC1C)N1CCOCC1)N(C)CC)(C)C N-(4,4-Dimethyl-pentyl)-2-(ethyl-methyl-amino)-4-methyl-6-morpholin-4-yl-pyridine-3-carboxylic acid amide